(cis)-tert-Butyl 3-((methylsulfonyl)oxy)cyclobutanecarboxylate CS(=O)(=O)O[C@H]1C[C@H](C1)C(=O)OC(C)(C)C